3-(benzyloxy)azetidine hydrogen chloride Cl.C(C1=CC=CC=C1)OC1CNC1